3-(4,6-difluoro-1-oxo-5-(4-(piperidin-4-ylmethyl)piperazin-1-yl)isoindolin-2-yl)piperidine-2,6-dione FC1=C2CN(C(C2=CC(=C1N1CCN(CC1)CC1CCNCC1)F)=O)C1C(NC(CC1)=O)=O